C1(CC1)C1=C(C=CC=C1)N1CC(C1)C1=CC(=C(CN2CCC(CC2)C(=O)O)C(=C1)C)C 1-(4-(1-(2-cyclopropylphenyl)azetidin-3-yl)-2,6-dimethylbenzyl)piperidine-4-carboxylic acid